2-(1,4-dioxo-8-azaspiro[4.5]decane-8-yl)nicotinaldehyde O=C1CCC(C12CCN(CC2)C2=C(C=O)C=CC=N2)=O